3-(1-(3-Imidazol-1-yl-propyl)-1H-indol-3-yl)-4-anilino-1H-pyrrole-2,5-dione N1(C=NC=C1)CCCN1C=C(C2=CC=CC=C12)C=1C(NC(C1NC1=CC=CC=C1)=O)=O